3-(2,3-difluorophenyl)-3-methoxypyrrolidine FC1=C(C=CC=C1F)C1(CNCC1)OC